[Br].OCCN1CN(C=C1)C 1-(2-hydroxyethyl)-3-methylimidazole bromine salt